COCC1=C(C2=C(N(C(N(C2=O)CC(=O)O)=O)CCC2=CC=CC=C2)S1)C 2-[6-(methoxymethyl)-5-methyl-2,4-dioxo-1-(2-phenylethyl)-1H,2H,3H,4H-thieno[2,3-d]pyrimidin-3-yl]acetic acid